2-(6-hydroxy-2,7-dimethyl-indazol-5-yl)-6-pyrrolidin-3-yl-pyrido[4,3-d]pyrimidin-5-one OC=1C(=CC2=CN(N=C2C1C)C)C=1N=CC2=C(N1)C=CN(C2=O)C2CNCC2